N4-([2,2'-bipyridin]-3-yl)-N2-(3-methoxy-4-(4-methylpiperazin-1-yl)phenyl)pyrimidine-2,4-diamine N1=C(C(=CC=C1)NC1=NC(=NC=C1)NC1=CC(=C(C=C1)N1CCN(CC1)C)OC)C1=NC=CC=C1